5-[(1S,2S,3R,5R)-2-fluoro-8-azabicyclo[3.2.1]oct-4-yl](methyl)phenol F[C@@H]1[C@@H]2CC[C@H](C(C1)C=1C=CC(=C(C1)O)C)N2